ClCN(C(OC)=O)C methyl (chloromethyl)(methyl)carbamate